C(CCCCCC(=O)OC(CCCCCCCC)CCCCCCCC)(=O)OCC(COC(CCCCC(=O)OCC(CCCCCC)CCCC)=O)OC(CCCN(C)C)=O 1-(3-((6-((2-butyloctyl) oxy)-6-oxohexanoyl) oxy)-2-((4-(dimethylamino) butanoyl) oxy) propyl) 7-(heptadecan-9-yl) pimelate